(E)-4-Methacryloyloxyazobenzene C(C(=C)C)(=O)OC1=CC=C(C=C1)\N=N\C1=CC=CC=C1